5-phenyl-3H-1,2,4-dithiazole-3-one C1(=CC=CC=C1)C1=NC(SS1)=O